(R)-3-[2-[3-[8-Amino-5-(dimethylaminomethyl)-1,7-naphthyridin-2-yl]phenyl]ethynyl]-3-hydroxy-1-methyl-pyrrolidin-2-one NC=1N=CC(=C2C=CC(=NC12)C=1C=C(C=CC1)C#C[C@]1(C(N(CC1)C)=O)O)CN(C)C